ClC1=CC=C2C(=NC=3N(C2=C1)C=NN3)N(C)C3=C(C=C(C(=C3C#N)OC3OCCCC3)OC)C3=CC=CC=C3 ((8-chloro-[1,2,4]triazolo[4,3-a]quinazolin-5-yl)(methyl)amino)-5-methoxy-4-((tetrahydro-2H-pyran-2-yl)oxy)-[1,1'-biphenyl]-3-carbonitrile